FC=1C=C(C=C(C1OC(F)(F)F)N[C@@H](C)[C@@H]1[C@@H](CNCC1)C)C1=NNC(O1)=O 5-[3-fluoro-5-({(1S)-1-[(3S,4S)-3-methylpiperidin-4-yl]ethyl}amino)-4-(trifluoromethoxy)phenyl]-1,3,4-oxadiazol-2(3H)-one